Cl.Cl.CC=1N=C2N(N=C(C=C2C)C2=CC(=C3C=C(N=NC3=C2)C2CCN(CC2)CCF)F)C1 7-(2,8-Dimethylimidazo[1,2-b]pyridazin-6-yl)-5-fluoro-3-[1-(2-fluoroethyl)piperidin-4-yl]cinnoline dihydrochloride